COC1=CC=C(C=C1)CN1C(=NN=C1)C1=CC(=NN1CCCOC(C)=O)C.O(C1=CC=CC=C1)POC1=CC=CC=C1 diphenoxyphosphine 3-(5-{4-[(4-methoxyphenyl)methyl]-4H-1,2,4-triazol-3-yl}-3-methyl-1H-pyrazol-1-yl)propyl-acetate